BrC1=CC=C(C=C1)C1=C(C=CC2=CC=CC=C12)P(C1=CC=CC=C1)=O (1-(4-bromophenyl)naphthalen-2-yl)(phenyl)phosphine oxide